N1(CCCCC1)C(=O)ONC1=NC=CC=C1[N+](=O)[O-] ((3-nitro-2-pyridinyl) amino) piperidine-1-carboxylate